3-(4-nitrophenoxy)oxetane [N+](=O)([O-])C1=CC=C(OC2COC2)C=C1